C(C)(C)(C)OC(NCC1=C(C=C(C=C1)C=1C=2N(C=C(C1)Br)N=CC2)C)=O (4-(6-bromopyrazolo[1,5-a]pyridin-4-yl)-2-methylbenzyl)carbamic acid tert-butyl ester